FC(CC1CC(CC1)C=1C=C(C=CC1)O)(C)F 3-(3-(2,2-difluoropropyl)cyclopentyl)phenol